2-(azidomethyl)-6-chloropyridine N(=[N+]=[N-])CC1=NC(=CC=C1)Cl